(E)-N'-cyano-2-((S)-1,2-dimethylpyrrolidin-2-yl)-N-((1,2,3,5,6,7-hexahydrodicyclopenta[b,e]pyridin-8-yl)carbamoyl)ethene-1-sulfonimidamide C(#N)N=S(=O)(NC(NC1=C2C(=NC3=C1CCC3)CCC2)=O)\C=C\[C@]2(N(CCC2)C)C